N-((1R)-2-((4-tert-butyl-3-chlorophenyl)amino)-2-oxo-1-(tetrahydro-2H-pyran-4-yl)ethyl)-3,3,3-trifluoro-2-hydroxy-2-(trifluoromethyl)propanamide C(C)(C)(C)C1=C(C=C(C=C1)NC([C@@H](C1CCOCC1)NC(C(C(F)(F)F)(C(F)(F)F)O)=O)=O)Cl